FC1=C(C(=CC=C1)F)NC(C1=C(C=C(C(=C1)F)N1N=C2OCCCN2C1=O)O[C@H](C(F)(F)F)C)=O N-(2,6-difluorophenyl)-5-fluoro-4-(3-oxo-6,7-dihydro-5H-[1,2,4]triazolo[3,4-b][1,3]oxazin-2(3H)-yl)-2-{[(2S)-1,1,1-trifluoropropan-2-yl]oxy}benzamide